(R)-1-(3-((7-chloro-1-methyl-6-(pyrazolo[1,5-a]pyrazin-3-yloxy)-1H-imidazo[4,5-b]pyridin-2-yl)amino)-5-(trifluoromethyl)benzyl)pyrrolidin-3-ol ClC1=C2C(=NC=C1OC=1C=NN3C1C=NC=C3)N=C(N2C)NC=2C=C(CN3C[C@@H](CC3)O)C=C(C2)C(F)(F)F